tert-butyl (2-(8-methyl-1-(((trimethylsilyl)methyl)sulfanyl)imidazo[1,5-a]pyridin-3-yl)prop-2-yl)carbamate CC=1C=2N(C=CC1)C(=NC2SC[Si](C)(C)C)C(C)(C)NC(OC(C)(C)C)=O